ClC=1C=C2C(=CC1)N(CC21CCN(CC1)CC=1C=NN(C1)CCS(=O)(=O)C)C(=O)OC(C)(C)C tert-butyl 5-chloro-1'-[[1-(2-methylsulfonylethyl)pyrazol-4-yl]methyl]spiro[indoline-3,4'-piperidine]-1-carboxylate